C1(CC1)CN1C(=CC=2C1=NC(=CC2)N(S(=O)(=O)C)C)C=2N=C1N(C(=CC(=C1)C(=O)OC)OC)C2C methyl 2-[1-(cyclopropylmethyl)-6-[methyl(methylsulfonyl)amino]pyrrolo[2,3-b]pyridin-2-yl]-5-methoxy-3-methyl-imidazo[1,2-a]pyridine-7-carboxylate